4-(4-(4-(6-((R)-2-(2,4-difluorophenyl)-1,1-difluoro-2-hydroxy-3-(1H-tetrazol-1-yl)propyl)pyridin-3-yl)phenyl)piperazin-1-yl)-1-(2-hydroxypentan-3-yl)pyridin-2(1H)-one FC1=C(C=CC(=C1)F)[C@](C(F)(F)C1=CC=C(C=N1)C1=CC=C(C=C1)N1CCN(CC1)C1=CC(N(C=C1)C(C(C)O)CC)=O)(CN1N=NN=C1)O